BrC1=C(C=C2C=NC=NC2=C1F)C#N 7-Bromo-8-fluoroquinazoline-6-carbonitrile